FC=1C=C(C=CC1F)C1=CC(=C(C=N1)N1CC(CCC1)(C(=O)NC)O)CO 1-(6-(3,4-difluorophenyl)-4-(hydroxymethyl)pyridin-3-yl)-3-hydroxy-N-methylpiperidine-3-carboxamide